Butyl-(5S)-5-({2-[4-(butoxycarbonyl)phenyl]ethyl}[2-(2-hydroxyphenyl)ethyl]amino)-5,6,7,8-tetrahydrochinolin-2-carboxylat C(CCC)OC(=O)C1=NC=2CCC[C@@H](C2C=C1)N(CCC1=C(C=CC=C1)O)CCC1=CC=C(C=C1)C(=O)OCCCC